C(C)(C)(C)OC(=O)N1CCC(CC1)C1=CC2=C(N=C(S2)C2=CC3=CN(N=C3C(=C2)C)C)C=C1 4-[2-(2,7-dimethylindazol-5-yl)-1,3-benzothiazol-6-yl]piperidine-1-carboxylic acid tert-butyl ester